FC1CC2(CC(C2)C(=O)NC=2C=CC(=NC2)C=2N=NN(C2NC(O[C@H](C)C=2C(=NC=CC2)Cl)=O)C)C1 (R)-1-(2-chloropyridin-3-yl)ethyl (4-(5-(6-fluoro-spiro[3.3]heptane-2-carboxamido) pyridin-2-yl)-1-methyl-1H-1,2,3-triazol-5-yl)carbamate